ON[SiH3] hydroxyaminosilane